C(=O)O.C(CCC)NC(=S)NC1=CC2=NC3=C(C=CC=C3C2=CC=C1)CNC(C)C N-butyl-N'-(4-(isopropyl)aminomethylcyclohepta[7,6-b]indol-7-yl)thiourea formate